C(CCCCC)C1=CC=C(C=C1)C(CCCCC)O p-hexyl-phenyl-hexanol